tert-butyl 7-(6-(2,8-dimethylimidazo[1,2-b]pyridazin-6-yl)-8-methyl-1-oxophthalazin-2(1H)-yl)-4-azaspiro[2.5]octane-4-carboxylate CC=1N=C2N(N=C(C=C2C)C=2C=C3C=NN(C(C3=C(C2)C)=O)C2CCN(C3(CC3)C2)C(=O)OC(C)(C)C)C1